5-(2-acetamidoimidazo[1,2-b]pyridazin-6-yl)-2-chloronicotinic acid C(C)(=O)NC=1N=C2N(N=C(C=C2)C=2C=NC(=C(C(=O)O)C2)Cl)C1